6-((2-butyloctyl)oxy)-oxohexane C(CCC)C(COCCCCCC=O)CCCCCC